N-(2'-amino-5'H-spiro[isochroman-4,4'-thiazol]-6-yl)-4-methylbenzenesulfonamide NC=1SCC2(N1)COCC1=CC=C(C=C12)NS(=O)(=O)C1=CC=C(C=C1)C